C(CCC)C1=NC2(C(N1CC1=CC=C(C=C1)C1=C(C=CC(=C1)Cl)C=1N=NNN1)=O)CCCC2 2-butyl-3-((5'-chloro-2'-(2H-tetrazol-5-yl)-[1,1'-biphenyl]-4-yl)methyl)-1,3-diazaspiro[4.4]non-1-en-4-one